2-((1-(6-Methyl-2-(1-(oxetan-3-yl)-1H-pyrazol-4-yl)-4-oxo-4H-chromen-8-yl)ethyl)amino)benzoic acid CC=1C=C2C(C=C(OC2=C(C1)C(C)NC1=C(C(=O)O)C=CC=C1)C=1C=NN(C1)C1COC1)=O